C(C)(C)(C)NS(=O)(=O)C=1C=C(C=CC1)NC(C1=C(N=C(C=C1)N1CC(C1)S(=O)(=O)C)N1CCC2(CC2)CC1)=O N-(3-(N-(tert-butyl)sulfamoyl)phenyl)-6-(3-(methylsulfonyl)azetidin-1-yl)-2-(6-azaspiro[2.5]octan-6-yl)nicotinamide